FC1=C(C(=CC=C1OC)O)CC1=CC=C(C(=O)N[C@H]2[C@@H](CNC2)NC(=O)C2=CC=NC=C2)C=C1 N-[(3R,4R)-4-{4-[(2-fluoro-6-hydroxy-3-methoxyphenyl)methyl]benzamido}pyrrolidin-3-yl]pyridine-4-carboxamide